NC1=C(C(=CC=C1F)[N+](=O)[O-])N1[C@@H](CCC1)CNC(OC(C)(C)C)=O tert-butyl (S)-((1-(2-amino-3-fluoro-6-nitrophenyl)pyrrolidin-2-yl)methyl)carbamate